C(CCCCCCCCCCCC=CCC=CCCCCCCCC)(=O)O Pentacosa-13,16-dienoic acid